NCC(CN1N=CN(C1=O)C=1C=NC(=C(C1)C)C1=CC=C(C=C1)S(=O)(=O)C)=C(F)F 2-[2-(aminomethyl)-3,3-difluoro-allyl]-4-[5-methyl-6-(4-methylsulfonylphenyl)-3-pyridyl]-1,2,4-triazol-3-one